N1CCC2=C(C=CC=C12)SC=1N=CC(=NC1)N1CCC2([C@@H]([C@@H](OC2)C)N[S@](=O)C(C)(C)C)CC1 (R)-N-((3S,4S)-8-(5-(indolin-4-ylthio)pyrazin-2-yl)-3-methyl-2-oxa-8-azaspiro[4.5]decan-4-yl)-2-methylpropan-2-sulfinamide